OCC=1C(=NC(=NC1)SC)NCC(C)(O)C 1-(5-hydroxymethyl-2-methylsulfanyl-pyrimidin-4-ylamino)-2-methyl-propan-2-ol